CN(C(\C=C\CN1CCC(CC1)NC1=NC=C(C=C1)\C(=C(\CC(F)(F)F)/C1=CC=CC=C1)\C=1C=C2C(=NN(C2=CC1)C1OCCCC1)F)=O)C (E)-N,N-Dimethyl-4-(4-((5-((Z)-4,4,4-trifluoro-1-(3-fluoro-1-(tetrahydro-2H-pyran-2-yl)-1H-indazol-5-yl)-2-phenylbut-1-en-1-yl)pyridin-2-yl)amino)piperidin-1-yl)but-2-enamide